CC=1C=C2C=CC(NC2=CC1)=O 6-methyl-quinolone